N-((S)-2,2-dicyclopropyl-1-(5-(((S)-2-oxo-4-(trifluoromethyl)imidazolidin-1-yl)methyl)benzo[d]oxazol-2-yl)ethyl)-1-fluorocyclopropane-1-carboxamide C1(CC1)C([C@@H](C=1OC2=C(N1)C=C(C=C2)CN2C(N[C@@H](C2)C(F)(F)F)=O)NC(=O)C2(CC2)F)C2CC2